N-hydroxy-6-octyloxypyridine-2(1H)-one ON1C(C=CC=C1OCCCCCCCC)=O